O=C1NC(CCC1NC=1C=C(C=CC1)C#CCNC(C1=NC=C(C=C1)C=1N=CC2=C(C=CC=C2C1)C1=C2C=C(C(N(C2=CC(=C1)N1CCC(CC1)(C)O)C)=O)C)=O)=O N-(3-(3-((2,6-Dioxopiperidin-3-yl)amino)phenyl)prop-2-yn-1-yl)-5-(8-(7-(4-hydroxy-4-methylpiperidin-1-yl)-1,3-dimethyl-2-oxo-1,2-dihydroquinolin-5-yl)isoquinolin-3-yl)picolinamide